FC=1C=C(C=O)C=CC1C1(CC1)C 3-fluoro-4-(1-methylcyclopropyl)benzaldehyde